CC1=NC2=CC=C(C=C2C(=C1)NC=1C=NC(=CC1)C=1NC=2C(=NC(=CC2)NC2=CC(=NC=C2)C)N1)N1CCOCC1 2-methyl-N-(6-(5-(2-methylpyridin-4-ylamino)-1H-imidazo[4,5-b]pyridin-2-yl)pyridin-3-yl)-6-morpholinylquinolin-4-amine